[P].S1C=NC2=C1C=CC=C2 Benzothiazole phosphorus